O[N+](C1=CC(=CC=C1)\N=C/1\N=CCC(=N1)C1=CC(=CC=C1)CN1N=CN=C1)=O hydroxy(oxo)(3-{[(2z)-4-[3-(1h-1,2,4-triazol-1-ylmethyl)phenyl]pyrimidin-2(5h)-ylidene]amino}phenyl)ammonium